[N+](=O)([O-])C1=CC=C(C=C1)SCCCNC(OCC1=CC=CC=C1)=O benzyl (3-((4-nitrophenyl)thio)propyl)carbamate